N-(8-((methyl-d3)amino)-5-(6-morpholino-[1,2,4]triazolo[1,5-a]pyridin-2-yl)-2,7-naphthyridin-3-yl)cyclopropanecarboxamide C([2H])([2H])([2H])NC=1N=CC(=C2C=C(N=CC12)NC(=O)C1CC1)C1=NN2C(C=CC(=C2)N2CCOCC2)=N1